2-ethynyl-3-hydroxytetrahydrofuran C(#C)C1OCCC1O